3-(N-(4-chloro-5-cyano-2-((trans-2-fluorocyclopentyl)oxy)phenyl)sulfamoyl)-4-cyclopropylbenzoic acid ClC1=CC(=C(C=C1C#N)NS(=O)(=O)C=1C=C(C(=O)O)C=CC1C1CC1)O[C@H]1[C@@H](CCC1)F